CN1C(C=2N(C3=CC=C(C=C13)CC1=NC(=CC=C1C=1CCNCC1)C(=O)N)C=CC2C)=O (N,3'-dimethyl-1'-(4-oxo-4,5-dihydropyrrolo[1,2-a]quinoxalin-7-yl)methyl)-1',2',3',6'-tetrahydro-[3,4'-bipyridine]-6-carboxamide